4-(3-propyl-1H-indol-5-yl)-5,6-dihydropyridine-1(2H)-carboxylic acid tert-butyl ester C(C)(C)(C)OC(=O)N1CC=C(CC1)C=1C=C2C(=CNC2=CC1)CCC